S1C=NC(=C1)C(=O)O 4-thiazolecarboxylic acid